tert-Butyl (2-((3,3-dimethyl-1-(2-oxo-2-((2'-oxo-1,1',2',3-tetrahydrospiro[indene-2,3'-pyrrolo[2,3-b]pyridin]-5-yl)amino)ethyl)ureido)methyl)benzyl)(methyl)carbamate CN(C(N(CC(NC=1C=C2CC3(C(NC4=NC=CC=C43)=O)CC2=CC1)=O)CC1=C(CN(C(OC(C)(C)C)=O)C)C=CC=C1)=O)C